N,N-dibutyl-hydroxylamine C(CCC)N(O)CCCC